2-(4-((3-(4-Fluorophenyl)-2,5-dioxoimidazolin-1-yl)methyl)-2,6-dimethylphenoxy)-2-methylpropionic Acid FC1=CC=C(C=C1)N1C(N(C(C1)=O)CC1=CC(=C(OC(C(=O)O)(C)C)C(=C1)C)C)=O